ClC=1C=NC(=C(C(=O)NC2CCC(CC2)CN2C(N(C3=C2C=CC=C3)C3CC2=CC=CC=C2C3)=O)C1)C 5-chloro-N-((1r,4r)-4-((3-(2,3-dihydro-1H-inden-2-yl)-2-oxo-2,3-dihydro-1H-benzo[d]imidazol-1-yl)methyl)cyclohexyl)-2-methylnicotinamide